pentane, palladium salt [Pd].CCCCC